C(N)(=O)C=1C=C(C(=O)O)C=C(C1OC)OC 3-carbamoyl-4,5-dimethoxybenzoic acid